N-(6-(5-cyclopropyl-1,2,4-oxadiazol-3-yl)-2,3-dihydrobenzofuran-3-yl)-2-methyl-2H-tetrazole-5-carboxamide C1(CC1)C1=NC(=NO1)C1=CC2=C(C(CO2)NC(=O)C=2N=NN(N2)C)C=C1